2-[3-(3,5-difluorophenyl)ureido]-4-methoxybenzamide FC=1C=C(C=C(C1)F)NC(NC1=C(C(=O)N)C=CC(=C1)OC)=O